1-[2-chloro-4-[[5-[6-(dimethylamino)-2,5-difluoro-3-pyridinyl]-1-methyl-imidazole-2-carbonyl]amino]benzoyl]-N-pyrrolidin-3-yl-piperidine-4-carboxamide ClC1=C(C(=O)N2CCC(CC2)C(=O)NC2CNCC2)C=CC(=C1)NC(=O)C=1N(C(=CN1)C=1C(=NC(=C(C1)F)N(C)C)F)C